tert-butyl (1R,5S)-3-(7-bromo-8-fluoro-6-nitro-2-(2,2,2-trifluoroethoxy) Quinazolin-4-yl)-3,8-diazabicyclo[3.2.1]octane-8-carboxylate BrC1=C(C=C2C(=NC(=NC2=C1F)OCC(F)(F)F)N1C[C@H]2CC[C@@H](C1)N2C(=O)OC(C)(C)C)[N+](=O)[O-]